CNC=1N=C(C(=NC1C=1C2=C(C=NC1)N(C=N2)C)C(=O)OC)NC=2C=C1C(=NC2)CN(C1)C methyl 5-(methylamino)-3-[(6-methyl-5,7-dihydropyrrolo[3,4-b]pyridin-3-yl)amino]-6-(3-methylimidazo[4,5-c]pyridin-7-yl)pyrazine-2-carboxylate